FC(C=1C(=C(C=CC1)[C@@H](C)NC=1C2=C(N=C(N1)O)N=C(C(=C2)N2CCN(CC2)C(C)C)OC)F)F (R)-4-((1-(3-(difluoromethyl)-2-fluorophenyl)ethyl)amino)-6-(4-isopropylpiperazin-1-yl)-7-methoxypyrido[2,3-d]pyrimidin-2-ol